5-[4-amino-5-(trifluoromethyl)pyrrolo[2,1-f][1,2,4]triazin-7-yl]-N-[(3R,4S)-4-fluoro-1-[(2R)-2-hydroxy-4-methylpentanoyl]pyrrolidin-3-yl]-2-methoxy-pyridine-3-carboxamide NC1=NC=NN2C1=C(C=C2C=2C=C(C(=NC2)OC)C(=O)N[C@@H]2CN(C[C@@H]2F)C([C@@H](CC(C)C)O)=O)C(F)(F)F